C(C)OC=1C=C(C=O)C=CC1OCCC=C(CCCCCC)C 3-ethoxy-4-((4-methyl-dec-3-en-1-yl)oxy)benzaldehyde